2-chloro-5-(5-hydroxypentyl)isonicotinic acid tert-butyl ester C(C)(C)(C)OC(C1=CC(=NC=C1CCCCCO)Cl)=O